C(C1=CC=CC=C1)(=O)OC[C@@]1(CN(C[C@@H](O1)N1C=2N=C(NC(C2N=C1)=O)NC(C(C)C)=O)C1CCCCC1)CO[Si](C(C)C)(C(C)C)C(C)C [(2S,6R)-4-cyclohexyl-6-[2-(2-methylpropanoylamino)-6-oxo-1H-purin-9-yl]-2-(triisopropylsilyloxymethyl)morpholin-2-yl]methyl benzoate